SCCCCCCCCCCCCN 12-mercaptododecyl-amine